C1(CCCCC1)C[C@@H](C(N[C@@H](C[C@H]1C(NCC1)=O)C(COC1=C(C(=CC(=C1F)F)F)F)=O)=O)NC(C(=O)NC1=C(C=CC=C1)C)=O N1-((S)-3-cyclohexyl-1-oxo-1-(((S)-3-oxo-1-((S)-2-oxopyrrolidin-3-yl)-4-(2,3,5,6-tetrafluorophenoxy)butan-2-yl)amino)propan-2-yl)-N2-(o-tolyl)oxalamide